FC1=C(C=CC=C1)C1=NCC=2N(C3=C1C=C(C=C3)OC(F)(F)F)N=C(C2)C(=O)O 6-(2-fluorophenyl)-8-(trifluoromethoxy)-4H-pyrazolo[1,5-a][1,4]benzodiazepine-2-carboxylic acid